CCOCCOCCOCCOCCOCCOCCOCCOCCOCCC(=O)N 3,6,9,12,15,18,21,24,27-nonaoxatriacontane-30-amide